COC=1C=C(CN2N=CC=3C(C2=O)=C(N2C3SC(=C2)C)C(F)(F)F)C=CC1 7-(3-methoxybenzyl)-2-methyl-5-(trifluoromethyl)thiazolo[3',2':1,2]pyrrolo[3,4-d]pyridazin-6(7H)-one